[Ir].COC=1C=CC(=NC1)C(=O)O (5-methoxypyridine-2-carboxylic acid) iridium